CC1=NC=2N(C(=C1)Cl)N=CC2 5-methyl-7-chloropyrazolo[1,5-a]pyrimidine